OCC1=CC=C(C=C1)C1(CCCCC1)C(=O)OC(C)(C)C tert-Butyl 1-[4-(hydroxymethyl)phenyl]cyclohexanecarboxylate